NC1=NC=2C=CC(=CC2C2=C1[C@@H](OC2)C)C(=O)N(CC=2COCCC2)CC2=NC=C(C=C2)C#N (3S)-4-amino-N-((5-cyano-2-pyridinyl)methyl)-N-(5,6-dihydro-2H-pyran-3-ylmethyl)-3-methyl-1,3-dihydrofuro[3,4-c]quinoline-8-carboxamide